4-(3-methoxy-2,6-dimethylphenyl)-2,9-dimethyl-7,9-dihydro-1,3,4,7,8,9-hexaazabenzo[cd]cyclopenta[f]azulen-6(4H)-one COC=1C(=C(C(=CC1)C)N1C=C2C(NC=3C(C4=C2C1=NC(=N4)C)=CN(N3)C)=O)C